4-[3-Chloro-4-(difluoromethoxy)-2-fluoro-anilino]-6-[(1S,4S)-2,5-diazabicyclo[2.2.1]heptan-2-yl]-1,5-naphthyridine-3-carbonitrile ClC=1C(=C(NC2=C(C=NC3=CC=C(N=C23)N2[C@@H]3CN[C@H](C2)C3)C#N)C=CC1OC(F)F)F